5-(6-amino-5-(1H-pyrazol-1-yl)pyridazin-3-yl)pyrimidine-2,4(1H,3H)-dione NC1=C(C=C(N=N1)C=1C(NC(NC1)=O)=O)N1N=CC=C1